C(C)NS(=O)(=O)C1=C(C=CC(=C1)NC(=N)N)C1=CN=C(S1)[C@@H]1CC[C@H](CC1)NC(OC(C)C)=O isopropyl trans-N-[4-[5-[2-(ethylsulfamoyl)-4-guanidino-phenyl] thiazol-2-yl]cyclohexyl]carbamate